CN1C(C=CC(=C1)C=1C(=NN(C1)C)OCC1=CC=C(C=C1)C1=NC2=CC=CC=C2C=C1)=O 1-methyl-5-(1-methyl-3-{[4-(quinolin-2-yl)benzyl]oxy}-1H-pyrazol-4-yl)pyridin-2(1H)-one